6-(4-((4-(1H-pyrazol-4-yl)phenyl)amino)pyrimidin-2-yl)-N-(cyanomethyl)-N-methyl-1H-indole-2-carboxamide N1N=CC(=C1)C1=CC=C(C=C1)NC1=NC(=NC=C1)C1=CC=C2C=C(NC2=C1)C(=O)N(C)CC#N